(S)-1-(tert-butoxycarbonyl)azetidine-2-carboxylic acid C(C)(C)(C)OC(=O)N1[C@@H](CC1)C(=O)O